4-(4-m-bromophenyl-1H-1,2,3-triazol-1-yl)butanamine BrC=1C=C(C=CC1)C=1N=NN(C1)CCCCN